6-phenyldibenzothiophen-4-amine C1(=CC=CC=C1)C1=CC=CC=2C3=C(SC21)C(=CC=C3)N